C(C1=CC=CC=C1)OC(=O)N1CC2=C(NC=3N=CN=C(C32)Cl)CC1 4-chloro-5,7,8,9-tetrahydro-6H-pyrido[3',4':4,5]pyrrolo[2,3-d]pyrimidine-6-carboxylic acid benzyl ester